C1CC(CC12CCNCC2)N2C=NC1=CC=C(C(=C1C2=O)C)OC2=C(C(=CC=C2F)NS(N(C)CC)(=O)=O)C#N 3-(8-azaspiro[4.5]decan-3-yl)-6-[2-cyano-3-[[ethyl(methyl)sulfamoyl]amino]-6-fluoro-phenoxy]-5-methyl-4-oxo-quinazoline